3-(3-{[((7S)-3,4-dimethoxybicyclo[4.2.0]oct-1,3,5-trien-7-yl)methyl]methylamino}propyl)-1,3,4,5-tetrahydro-7,8-dimethoxy-2H-3-benzazepin-2-one hydrochloride Cl.COC=1C=C2C[C@@H](C2=CC1OC)CN(CCCN1CCC2=C(CC1=O)C=C(C(=C2)OC)OC)C